C(CN1C(=NC2=C1C=CC(=C2OC)C(N)=O)C2=C(C(=O)O)C=CC(=C2)C)N2C(=NC1=C2C=CC(=C1OC)C(N)=O)C1=C(C(=O)O)C=CC(=C1)C 2,2'-(Ethane-1,2-diylbis(5-carbamoyl-4-methoxy-1H-benzo[d]imidazole-1,2-diyl))bis(4-methylbenzoic acid)